1'-(methylene-bis-1,4-phenylene)bis(2-hydroxy-2-methylpropan-1-ONE) C(C1=CC=C(C=C1)C(C(C)(C)O)=O)C1=CC=C(C=C1)C(C(C)(O)C)=O